6-(6-(6-methoxy-5-((2,4,6-trifluorophenyl)sulfonylamino)pyridin-3-yl)quinazolin-4-yl)-2,6-Diazaspiro[3.4]octane-2-carboxylic acid tert-butyl ester C(C)(C)(C)OC(=O)N1CC2(C1)CN(CC2)C2=NC=NC1=CC=C(C=C21)C=2C=NC(=C(C2)NS(=O)(=O)C2=C(C=C(C=C2F)F)F)OC